BrC1=C(C(=C(C=C1)C=1C(=NN(C1)CC(C)=O)C(F)(F)F)F)F 1-(4-(4-Bromo-2,3-difluorophenyl)-3-(trifluoromethyl)-1H-pyrazol-1-yl)propan-2-one